N-(5-cyclopentyl-1H-pyrazol-3-yl)-4-methoxythieno[2,3-b]pyridin-6-amine C1(CCCC1)C1=CC(=NN1)NC1=CC(=C2C(=N1)SC=C2)OC